(S,6S)-N'-((8-fluoro-1,2,3,5,6,7-hexahydro-s-indacen-4-yl)carbamoyl)-6-methoxy-N-trityl-6,7-dihydro-5H-pyrazolo[5,1-b][1,3]oxazine-3-sulfonimidamide FC=1C=2CCCC2C(=C2CCCC12)NC(=O)N=[S@](=O)(NC(C1=CC=CC=C1)(C1=CC=CC=C1)C1=CC=CC=C1)C=1C=NN2C1OC[C@H](C2)OC